NC1=NC(=NC(=N1)N)CCN1C(=NC=C1)C 2,4-diamino-6-[2-(2-methyl-1-imidazolyl)]ethyl-s-triazine